ClC1=CC(=CC(=N1)S(=O)(=O)Cl)N1[C@@H](CCC1)C (R)-6-chloro-4-(2-methylpyrrolidin-1-yl)pyridine-2-sulfonyl chloride